C[C@H]1[C@H]([C@H]([C@@H]([C@@H](O1)O[C@@H]2[C@H]([C@H]([C@H](O[C@H]2O[C@@H]3[C@H](O[C@H]([C@@H]([C@H]3O)NC(=O)C)O[C@H]4[C@H]([C@@H]([C@H](O[C@@H]4OC[C@@H]5[C@H]([C@@H]([C@@H]([C@@H](O5)O[C@@H]6[C@H](O[C@H]([C@@H]([C@H]6O)NC(=O)C)O[C@@H]7[C@H](O[C@H]([C@@H]([C@H]7O)NC(=O)C)O)CO)CO)O)O[C@@H]8[C@H]([C@H]([C@@H]([C@H](O8)CO)O)O)O[C@H]9[C@@H]([C@H]([C@@H]([C@H](O9)CO)O[C@H]1[C@@H]([C@H]([C@H]([C@H](O1)CO)O)O)O[C@H]1[C@H]([C@@H]([C@@H]([C@@H](O1)C)O)O)O)O)NC(=O)C)O)CO)O)O)CO)CO)O)O)O)O)O The molecule is an amino oligosaccharide that is an undecasaccharide in which two tetrasaccharide branches, each formed from fucose, galactose, N-acetylglucosamine and mannose residues linked alpha(1->2), beta(1->4) and beta(1->2) respectively, are linked alpha(1->3) and alpha(1->6) to the mannose residue of a trisaccharide chain consisting of mannose and two N-acetylglucosamine residues all linked beta(1->4) with a beta-configuration of the anomeric carbon of the N-acetylglucosamine residue at the reducing end. It is an amino oligosaccharide and a glucosamine oligosaccharide.